2-(2,6-dioxo-3-piperidyl)-5-[4-[[4-[[1-[4-[5-(1-methylcyclopropoxy)-1H-indazol-3-yl]-2-pyridyl]-4-piperidyl]methyl]piperazin-1-yl]methyl]-1-piperidyl]isoindoline-1,3-dione O=C1NC(CCC1N1C(C2=CC=C(C=C2C1=O)N1CCC(CC1)CN1CCN(CC1)CC1CCN(CC1)C1=NC=CC(=C1)C1=NNC2=CC=C(C=C12)OC1(CC1)C)=O)=O